N1C=CC2=CC=CC(=C12)C(=O)[C@@H]1N(C(OC1)(C)C)C(=O)OC(C)(C)C tert-butyl (R)-4-(1H-indole-7-carbonyl)-2,2-dimethyloxazolidine-3-carboxylate